2-hydroxy-3-methylpentan-1-one OC(C=O)C(CC)C